1-(8-(4-((4-([1,2,4]triazolo[1,5-a]pyridin-7-yloxy)-2-fluoro-3-methylphenyl)amino)pyrido[3,2-d]pyrimidin-6-yl)-3,8-diazabicyclo[3.2.1]octan-3-yl)but-2-yn-1-one N=1C=NN2C1C=C(C=C2)OC2=C(C(=C(C=C2)NC=2C1=C(N=CN2)C=CC(=N1)N1C2CN(CC1CC2)C(C#CC)=O)F)C